[C@H]1([C@H](O)[C@@H](O)[C@H](O)[C@H](O1)CO)C(=O)[C@H](O)[C@@H](O)[C@H](O)[C@H](O)CO α-D-Glucopyranosyl-D-glucose